2,8-dimethyl-7-(3-(6-methylpyridin-3-yl)-7,8-dihydro-1,6-naphthyridin-6(5H)-yl)-4H-pyrimido[1,2-b]pyridazin-4-one CC=1N=C2N(N=C(C(=C2)C)N2CC=3C=C(C=NC3CC2)C=2C=NC(=CC2)C)C(C1)=O